4-((4-((3-(N-(tert-butyl)sulfamoyl)phenyl)amino)-5-methylpyrimidin-2-yl)amino)-N-(4-(4-methylpiperazin-1-yl)phenyl)benzamide C(C)(C)(C)NS(=O)(=O)C=1C=C(C=CC1)NC1=NC(=NC=C1C)NC1=CC=C(C(=O)NC2=CC=C(C=C2)N2CCN(CC2)C)C=C1